tert-butyl (2-ethylhexyl) carbonoperoxoate C(OC(C)(C)C)(=O)OOCC(CCCC)CC